ClC1=C(C2=C(N(C(N2C)=O)C2C(NC(CC2)=O)=O)C=C1)N1CCC(CC1)NC 3-[5-Chloro-3-methyl-4-[4-(methylamino)-1-piperidyl]-2-oxo-benzimidazol-1-yl]piperidine-2,6-dione